(R)-3-((4-Hydroxy-1-(3-phenylbutanoyl)piperidin-4-yl)methyl)-6-((2-(piperidin-1-yl)ethyl)amino)pyrimidin-4(3H)-one OC1(CCN(CC1)C(C[C@@H](C)C1=CC=CC=C1)=O)CN1C=NC(=CC1=O)NCCN1CCCCC1